C(C1=CC=CC=C1)OC1=NC(=CC=C1C1=NN(C2=C(C(=CC=C12)C1CCN(CC1)C(=O)C1CCN(CC1)C(=O)OC(C)(C)C)F)C)OCC1=CC=CC=C1 tert-butyl 4-(4-(3-(2,6-bis(benzyloxy)pyridin-3-yl)-7-fluoro-1-methyl-1H-indazol-6-yl)piperidine-1-carbonyl)piperidine-1-carboxylate